C(C)[C@@H]1N(C[C@H](N(C1)C(C)C=1C(=NC=CC1)OC)CC)C=1C=2C(N(C(C1)=O)C)=CN(N2)CC#N 2-(7-((2S,5R)-2,5-diethyl-4-(1-(2-methoxypyridin-3-yl)ethyl)piperazin-1-yl)-4-methyl-5-oxo-4,5-dihydro-2H-pyrazolo[4,3-b]pyridin-2-yl)acetonitrile